N=1NN=NC1C=1C=NC=CC1 3-(2H-tetrazol-5-yl)pyridine